FC=1C=CC(=C2C=CNC12)B1OC(C(O1)(C)C)(C)C 7-fluoro-4-(4,4,5,5-tetramethyl-[1,3,2]dioxaborolan-2-yl)-1H-indole